4-(3,6-difluoro-2-methylphenyl)-5-[4-(8-hydroxyoctyl)benzoyl]-1-methylpyrrole-3-carboxylic acid FC=1C(=C(C(=CC1)F)C=1C(=CN(C1C(C1=CC=C(C=C1)CCCCCCCCO)=O)C)C(=O)O)C